3-(hydroxymethyl)-3-((tris-(4-methoxyphenyl)methoxy)methyl)azetidine-1-carboxamide OCC1(CN(C1)C(=O)N)COC(C1=CC=C(C=C1)OC)(C1=CC=C(C=C1)OC)C1=CC=C(C=C1)OC